COC(=O)C=1C=CC(=C2C=NNC12)C#CC(C)(C)O 4-(3-hydroxyl-3-Methylbutane-1-yn-1-yl)-1H-indazole-7-carboxylic acid methyl ester